(S)-3-(8-(2,4-dichlorophenyl)-9-(4-((1-(3-fluoropropyl)-pyrrolidin-3-yl)oxy)phenyl)-6,7-dihydro-5H-benzo[7]annulen-3-yl)-2-hydroxycyclopent-2-en-1-one ClC1=C(C=CC(=C1)Cl)C=1CCCC2=C(C1C1=CC=C(C=C1)O[C@@H]1CN(CC1)CCCF)C=CC(=C2)C2=C(C(CC2)=O)O